tetrabutyl-phosphine 2,5-furandicarboxylate O1C(=CC=C1C(=O)O)C(=O)O.C(CCC)P(CCCC)(CCCC)CCCC